C(CCC)OC1=CC=CC2=CC(=CC=C12)OCCCC 1,6-dibutoxynaphthalene